C(#N)C(C)(C)N1CC=C(C=C1)NC(=O)C=1N(N=C(C1)C1=CC=CC=C1)C N-(1-Cyano-1-methylethyl)-4-[(2-methyl-5-phenyl-pyrazol-3-carbonyl)amino]pyridin